CC1(C(C2=CC=C(C=C2C1)C1=CC(=CC(=C1)C(F)(F)F)SC)NC(O[C@@H]1CN2CCC1CC2)=O)C (S)-quinuclidin-3-yl (2,2-dimethyl-5-(3-(methylthio)-5-(trifluoromethyl)phenyl)-2,3-dihydro-1H-inden-1-yl)carbamate